(S)-N-(1-(4-hydroxyphenyl)ethyl)-2-(4-oxopyrrolo[1,2-d][1,2,4]triazin-3(4H)yl)acetamide OC1=CC=C(C=C1)[C@H](C)NC(CN1N=CC=2N(C1=O)C=CC2)=O